FC=1C=C(C(=O)NC2CCC(CC2)C(NCCO)=O)C=CC1 3-fluoro-N-((1r,4R)-4-((2-hydroxyethyl)carbamoyl)cyclohexyl)Benzamide